3-((Benzyloxy)methyl)-1-((2R,3R,4R,5R)-4-hydroxy-5-(hydroxymethyl)-3-(methoxy-d3)tetrahydrofuran-2-yl)pyrimidine-2,4(1H,3H)-dione C(C1=CC=CC=C1)OCN1C(N(C=CC1=O)[C@@H]1O[C@@H]([C@H]([C@H]1OC([2H])([2H])[2H])O)CO)=O